C(CCC)CC(=O)O.C(C)(=O)OCCCC butyl acetate (butyl ethanoate)